((2S,6R)-6-(5-methyl-2,4-dioxo-3,4-dihydropyrimidin-1(2H)-yl)-4-tritylmorpholin-2-yl)methyl (4-ethylpiperazin-1-yl)phosphonochloridate C(C)N1CCN(CC1)P(OC[C@@H]1CN(C[C@@H](O1)N1C(NC(C(=C1)C)=O)=O)C(C1=CC=CC=C1)(C1=CC=CC=C1)C1=CC=CC=C1)(=O)Cl